FC=1C=C(C=CC1OC1=NC=CC(=N1)C)C1=C2N(C=3N=CN=C(C31)N)CCN2C2=C(C(=CC=C2)[N+](=O)[O-])OC 5-(3-fluoro-4-((4-methylpyrimidin-2-yl)oxy)phenyl)-6-(2-methoxy-3-nitrophenyl)-7,8-dihydro-6H-imidazo[1',2':1,5]pyrrolo[2,3-d]pyrimidin-4-amine